O1CC(C1)CCCCCCCCCO 9-(oxetan-3-yl)nonan-1-ol